C1N(CC12CNC2)CC=2SC(=CN2)C(F)F 2-(2,6-diazaspiro[3.3]heptan-2-ylmethyl)-5-(difluoromethyl)thiazole